(R)-3-chloro-N-(2,4-dimethoxybenzyl)-2,6-difluoro-N-(6-fluoropyridin-2-yl)-4-(3-formyl-3-methylpyrrolidin-1-yl)benzenesulfonamide ClC=1C(=C(C(=CC1N1C[C@](CC1)(C)C=O)F)S(=O)(=O)N(C1=NC(=CC=C1)F)CC1=C(C=C(C=C1)OC)OC)F